2,4-dihydroxyterephthalaldehyde OC1=C(C=O)C=CC(C1)(C=O)O